3-benzyl-1-(trans-4-((5-cyano-4-(((5-oxopyrrolidin-2-yl)methyl)-amino)pyrimidin-2-yl)amino)-cyclohexyl)-1-(5-(1-methyl-1H-pyrazol-4-yl)pyridin-2-yl)urea C(C1=CC=CC=C1)NC(N(C1=NC=C(C=C1)C=1C=NN(C1)C)[C@@H]1CC[C@H](CC1)NC1=NC=C(C(=N1)NCC1NC(CC1)=O)C#N)=O